C(C#CC)(=O)N1C[C@H](N(CC1)S(=O)(=O)C)C1=CC(=NC(=C1)Cl)C1=CC(=NC=N1)C(=O)NC (R)-6-(4-(4-(but-2-ynoyl)-1-(methylsulfonyl)piperazin-2-yl)-6-chloropyridin-2-yl)-N-methylpyrimidine-4-carboxamide